FC1=C(C=CC(=C1)F)C(COC1=CC=C(C=C1)C=CC(=O)C1=CC=C(C=C1)OC)(CN1N=CN=C1)O 3-[4-[2-(2,4-Difluorophenyl)-2-hydroxy-3-(1,2,4-triazol-1-yl)propoxy]phenyl]-1-(4-methoxyphenyl)prop-2-en-1-one